C(CCCCCCC)(=O)OC(CCCCCC)CCCCCCCCCCC(=O)OCC1=CC=CC=C1 18-(benzyloxy)-18-oxooctadecan-7-yl octanoate